1-(benzyloxy)-5-ethyl-3-fluoro-4-iodo-2-nitrobenzene C(C1=CC=CC=C1)OC1=C(C(=C(C(=C1)CC)I)F)[N+](=O)[O-]